The molecule is a 3-hydroxy fatty acyl-CoA(4-) arising from deprotonation of the phosphate and diphosphate functions of 3-hydroxydocosanoyl-CoA. It is a 3-hydroxy fatty acyl-CoA(4-) and an 11,12-saturated fatty acyl-CoA(4-). It is a conjugate base of a 3-hydroxydocosanoyl-CoA. CCCCCCCCCCCCCCCCCCCC(CC(=O)SCCNC(=O)CCNC(=O)[C@@H](C(C)(C)COP(=O)([O-])OP(=O)([O-])OC[C@@H]1[C@H]([C@H]([C@@H](O1)N2C=NC3=C(N=CN=C32)N)O)OP(=O)([O-])[O-])O)O